C1(CC1)[C@@]1(NONO1)CCC(=O)O |r| racemic-3-(4-cyclopropyl-2,5-dioxaimidazolin-4-yl)propionic acid